C(C)C1(CCC2=CC(=CC=C12)C=O)C 1-ethyl-1-methyl-2,3-dihydro-1H-indene-5-carboxaldehyde